methyl 5-(3-isobutylureido)-1-methyl-1H-pyrazole-3-carboxylate C(C(C)C)NC(NC1=CC(=NN1C)C(=O)OC)=O